OC(C)(C)C=1N=C(SC1)[S@@](=O)(N)=NC(NC1=C2CCCC2=CC2=C1OCC2)=O (R)-4-(2-hydroxypropan-2-yl)-N'-((3,5,6,7-tetrahydro-2H-indeno[5,6-b]furan-8-yl)carbamoyl)thiazole-2-sulfonimidamide